C(C)N(C(OC(C)(C)C)=O)C1CCN(CC1)C1=C2C=CN=NC2=C(C=C1)C(NC=1C(=C(C=2N(C1)C=C(N2)C)F)OC)=O tert-butyl N-ethyl-N-[1-[8-[(8-fluoro-7-methoxy-2-methyl-imidazo[1,2-a]pyridin-6-yl)carbamoyl]cinnolin-5-yl]-4-piperidyl]carbamate